N-(5-bromo-4-(1-methoxyethyl)-6-methylpyridin-3-yl)-1,1-diphenylmethanimine BrC=1C(=C(C=NC1C)N=C(C1=CC=CC=C1)C1=CC=CC=C1)C(C)OC